BrC1=C(C=CC(=C1)CBr)OC1=C(C=C(C=C1)F)F 2-bromo-4-(bromomethyl)-1-(2,4-difluorophenoxy)benzene